1-cyclopropylpropan-1-one C1(CC1)C(CC)=O